(5-((1-oxaspiro(3.5)nonan-7-yl)oxy)-1,3,4-thiadiazol-2-yl)-2'-chloro-5'-methoxy-6-methyl-(4,4'-bipyridine)-3-carboxamide O1CCC12CCC(CC2)OC2=NN=C(S2)C2=NC(=CC(=C2C(=O)N)C2=CC(=NC=C2OC)Cl)C